C(C)(C)(C)OC(=O)N1[C@@H](CN([C@H](C1)C)C=1C2=C(N=CN1)C(=CN2C2=C(C=CC=C2)F)Br)C([2H])([2H])[2H] (2R,5S)-4-(7-bromo-5-(2-fluorophenyl)-5H-pyrrolo[3,2-d]pyrimidin-4-yl)-5-methyl-2-(methyl-d3)piperazine-1-carboxylic acid tert-butyl ester